O1C(CC(C1)O)O tetrahydrofuran-2,4-diol